C(C)(C)(C)OC(=O)N1[C@@H](CCC1)[C@@]1(OC2=C(C1)C(=C(C(=C2)F)Cl)C2=C(C(=O)O)C=CC(=C2F)OCCO)C2=CC=CC=C2 2-((2s,4s)-2-((S)-1-(tert-butoxycarbonyl)pyrrolidin-2-yl)-5-chloro-6-fluoro-2-phenyl-2,3-dihydrobenzofuran-4-yl)-3-fluoro-4-(2-hydroxyethoxy)benzoic acid